guanidinium (9-oxoxanthen-2-yl)acetate O=C1C2=CC=CC=C2OC=2C=CC(=CC12)CC(=O)[O-].NC(=[NH2+])N